ClC1=CC=C2C(=NC(N(C2=C1)C1=NC=CN=C1)=O)NC 7-Chloro-4-(methylamino)-1-(pyrazin-2-yl)quinazolin-2(1H)-one